copper-iron oxalate C(C(=O)[O-])(=O)[O-].[Fe+2].[Cu+2].C(C(=O)[O-])(=O)[O-]